(1-(2,6-difluorobenzyl)indenyl)1-(3-butenyl)-3-methylcyclopentadienyl-zirconium dichloride [Cl-].[Cl-].FC1=C(CC2C(=CC3=CC=CC=C23)[Zr+2]C2(C=C(C=C2)C)CCC=C)C(=CC=C1)F